(Z)-3,7,11,15-Tetramethyl-2-hexadecenal C/C(=C/C=O)/CCCC(CCCC(CCCC(C)C)C)C